CC1=NC2=C(C=3C(C(=C2N=C1)C1=CC=C(S1)C1=CC=C(C=C1)C1=C(C2=CC=CC=C2C=C1)NC1=CC=CC=C1)=NSN3)C3=CC=C(S3)C3=CC=C(C=C3)C3=C(C1=CC=CC=C1C=C3)NC3=CC=CC=C3 (((6-methyl-[1,2,5]thiadiazolo[3,4-g]quinoxalin-4,9-diyl)bis(thiophene-5,2-diyl))bis(4,1-phenylene))bis(N-phenylnaphthalen-1-amine)